azapentacosan-25-oic acid NCCCCCCCCCCCCCCCCCCCCCCCC(=O)O